FC=1C=C2C=3CCC/C(/C3NC2=CC1F)=N\CCN1CCOCC1 (E)-6,7-difluoro-N-(2-morpholinoethyl)-2,3,4,9-tetrahydro-1H-carbazole-1-imine